CN1C[C@H]([C@@H](CC1)C=1C=NN(C1)C)C(=O)O Trans-1-methyl-4-(1-methyl-1H-pyrazol-4-yl)piperidine-3-carboxylic acid